CC=1C(=NC=C(N1)C)NC(=O)C1=NC=NC(=C1)C1=CC(=C(C=C1)Cl)Cl 6-(3,4-Dichloro-phenyl)-pyrimidine-4-carboxylic acid (3,5-dimethyl-pyrazin-2-yl)-amide